(S)-N-(1-cyanoethyl)-4-(2-((1-(cyanomethyl)-1H-pyrazol-4-yl)amino)-5-methylpyrimidin-4-yl)benzamide C(#N)[C@H](C)NC(C1=CC=C(C=C1)C1=NC(=NC=C1C)NC=1C=NN(C1)CC#N)=O